[Co](Cl)(Cl)Cl Cobalt(III) chloride